(3,5-dibromo-4-hydroxyphenyl)(2,3-dihydro-4H-pyrido[4,3-b][1,4]oxazin-4-yl)-methanone BrC=1C=C(C=C(C1O)Br)C(=O)N1C2=C(OCC1)C=CN=C2